3-chloro-5-((4-(difluoromethyl)-1,1,2,2-tetrafluoro-3-hydroxy-2,3-dihydro-1H-inden-5-yl)oxy)benzonitrile ClC=1C=C(C#N)C=C(C1)OC=1C(=C2C(C(C(C2=CC1)(F)F)(F)F)O)C(F)F